[N+](=O)([O-])C1=C(C=CC=C1C(=O)O)C1=C(C=CC=C1)O nitro-2'-hydroxy-[1,1'-biphenyl]-3-formic acid